(R)-(4-(4-bromophenyl)morpholin-2-yl)methanol BrC1=CC=C(C=C1)N1C[C@@H](OCC1)CO